C1(=CC=C(C=C1)S(=O)(=O)CC(C=C)=CCC=C(CCC=C(C)C)C)C (7,11-dimethyl-1,3,6,10-dodecatetraen-3-yl)methyl p-tolyl sulfone